(R)-4-(4-(benzo[d]thiazol-7-yl)phenyl)-N-(2-ethynylthiazol-4-yl)-2-(hydroxymethyl)-piperazine-1-carboxamide S1C=NC2=C1C(=CC=C2)C2=CC=C(C=C2)N2C[C@@H](N(CC2)C(=O)NC=2N=C(SC2)C#C)CO